C(CCC)/C(/C(=O)[O-])=C/C(=O)[O-].C(CCC)/C(/C(=O)[O-])=C/C(=O)[O-].C(CCC)[Sn+4]CCCC dibutyl-tin di(butyl maleate)